3-(((2',2''-dichloro-3''-(2-(((3-hydroxycyclobutyl)amino)methyl)-[1,2,4]triazolo[1,5-a]pyridin-7-yl)-[1,1':3',1''-terphenyl]-4-yl)methyl)amino)cyclobutan-1-ol ClC1=C(C=CC=C1C1=C(C(=CC=C1)C1=CC=2N(C=C1)N=C(N2)CNC2CC(C2)O)Cl)C2=CC=C(C=C2)CNC2CC(C2)O